6-Cyclobutoxy-4-((3-(4-(5-(trifluoromethyl)pyrimidin-2-yl)piperazin-1-yl)benzo[d]isoxazol-5-yl)methyl)phthalazin-1(2H)-on C1(CCC1)OC=1C=C2C(=NNC(C2=CC1)=O)CC=1C=CC2=C(C(=NO2)N2CCN(CC2)C2=NC=C(C=N2)C(F)(F)F)C1